2-benzoylamino-4-indan-5-yl-thiophene-3-carboxylic acid C(C1=CC=CC=C1)(=O)NC=1SC=C(C1C(=O)O)C=1C=C2CCCC2=CC1